(15R)-15-methyl-5-[5-(2,2,2-trideuterio-1-hydroxy-ethyl)-2-vinyl-4-pyridyl]-11-thia-6,14,17-triazatetracyclo[8.8.0.0^2,7.0^12,18]octadeca-1(10),2(7),3,5,8,12(18)-hexaen-13-one C[C@H]1NC(C=2SC=3C=CC=4N=C(C=CC4C3C2NC1)C1=CC(=NC=C1C(C([2H])([2H])[2H])O)C=C)=O